S(N)(=O)(=O)C1=NN2C(CN(CCC2)C(=O)OCC2=CC=CC=C2)=C1 benzyl 2-sulfamoyl-7,8-dihydro-4H-pyrazolo[1,5-a][1,4]diazepine-5(6H)-carboxylate